3-((6-(3-Methyl-1H-pyrazol-4-yl)-1-oxoisoquinolin-2(1H)-yl)methyl)-N-(4-sulfamoylphenyl)benzamide CC1=NNC=C1C=1C=C2C=CN(C(C2=CC1)=O)CC=1C=C(C(=O)NC2=CC=C(C=C2)S(N)(=O)=O)C=CC1